3-(8-Amino-6-(trifluoromethyl)imidazo[1,2-a]pyrazin-3-yl)-N-(4-cyanobicyclo[2.1.1]hexan-1-yl)benzenesulfonamide trifluoroacetate salt FC(C(=O)O)(F)F.NC=1C=2N(C=C(N1)C(F)(F)F)C(=CN2)C=2C=C(C=CC2)S(=O)(=O)NC21CCC(C2)(C1)C#N